(3-(3-cyano-3-methylpyrrolidin-1-yl)-1-(2-(1,1-difluoroethyl)-6-methylpyrimidin-4-yl)-1H-pyrazolo[4,3-c]pyridin-6-yl)acetamide C(#N)C1(CN(CC1)C1=NN(C2=C1C=NC(=C2)CC(=O)N)C2=NC(=NC(=C2)C)C(C)(F)F)C